C(C)(C)N1N=CC=C1C=1C=C2C(=CC=NC2=CC1)C(=O)O 6-(1-isopropyl-1H-pyrazol-5-yl)quinoline-4-carboxylic acid